FC1(CC2(CC(C2)NC2=NN3C(C=N2)=C(C=C3)C=3C=CC=2N(N3)C=CN2)C1)F N-(6,6-difluorospiro[3.3]heptan-2-yl)-5-(imidazo[1,2-b]pyridazin-6-yl)pyrrolo[2,1-f][1,2,4]triazin-2-amine